(2-((3-hydroxypropyl)amino)ethyl)carbamic acid tert-butyl ester C(C)(C)(C)OC(NCCNCCCO)=O